FC(C(=O)O)(F)F.N1=CN=C(C=C1)N pyrimidin-4-amine trifluoroacetate salt